FC(C(C(C(C(C(F)(F)F)(F)F)(F)F)(F)F)(F)F)(S(=O)(=O)[O-])F Perfluorohexyl-sulfonate